N,N-dihexyl-2-benzothiazolyl-sulFenamide C(CCCCC)N(SC=1SC2=C(N1)C=CC=C2)CCCCCC